tert-butyl (S)-(1'-(3-bromo-5-methylphenyl)-1,3-dihydrospiro[indene-2,4'-piperidin]-1-yl)carbamate BrC=1C=C(C=C(C1)C)N1CCC2(CC1)[C@@H](C1=CC=CC=C1C2)NC(OC(C)(C)C)=O